(1R,2R)-(+)-1,2-diphenyl-ethylenediamine C1(=CC=CC=C1)[C@H]([C@H](N)C1=CC=CC=C1)N